ClC1=CC=C(C=C1)C1(COC1)C(CO)C 2-(3-(4-chlorophenyl)oxetan-3-yl)propanol